CC=1C=C(N)C=CC1OC(F)(F)F 3-methyl-4-(trifluoromethoxy)aniline